3-chloro-4-methyl-1,6-heptadiene ClC(C=C)C(CC=C)C